5-(dimethylsulfamoyl)-2-[(1-methyl-1H-tetrazol-5-yl)sulfanyl]-N-[4-(propan-2-yl)phenyl]benzamide CN(S(=O)(=O)C=1C=CC(=C(C(=O)NC2=CC=C(C=C2)C(C)C)C1)SC1=NN=NN1C)C